CN1N=C(C(=C1C)CN1CCC(CC1)OC1=C2C(=NC=C1)C=CS2)C 7-((1-((1,3,5-trimethyl-1H-pyrazol-4-yl)methyl)piperidin-4-yl)oxy)thieno[3,2-b]pyridine